FC1([C@](CN(CC1)CC)(C)CO)F (S)-(4,4-difluoro-1-(ethyl)-3-methylpiperidin-3-yl)methanol